4-(isopropylamino)-5H-pyrido[3,2-b]indole-3,7-dicarboxamide C(C)(C)NC1=C(C=NC2=C1NC=1C=C(C=CC21)C(=O)N)C(=O)N